FC1=CC=C(C=2NC(=NC21)C(=O)N2[C@@H](C=1C=CC=NC1CC2)C)C (R)-(4-Fluoro-7-methyl-1H-benzo[d]imidazol-2-yl)(5-methyl-7,8-dihydro-1,6-naphthyridin-6(5H)-yl)methanone